[Yb].CC(C(C(C(C)(C)C)=O)=O)CCC.CC(C(C(C(C)(C)C)=O)=O)CCC.CC(C(C(C(C)(C)C)=O)=O)CCC tri(tetramethyl-heptanedione) ytterbium